O=C(CC\C=C/CCCCCCCC(=O)O)CCCCC 13-ketooleic acid